P(O)(O)OC(C(C(OP(O)O)(CCCCCCCCCCCCC)C1=CC=CC=C1)(C(OP(O)O)(CCCCCCCCCCCCC)C1=CC=CC=C1)C(OP(O)O)(CCCCCCCCCCCCC)C1=CC=CC=C1)(CCCCCCCCCCCCC)C1=CC=CC=C1 tetraphenyl-tetra-tridecyl-pentaerythritol tetraphosphite